(4R)-4-(4-bromophenyl)-2,2-dimethyl-1,3-oxazolidine BrC1=CC=C(C=C1)[C@H]1NC(OC1)(C)C